3-(trifluoromethyl)indoline-6-sulfonamide FC(C1CNC2=CC(=CC=C12)S(=O)(=O)N)(F)F